ClC=1C=2C(N=C3N(C2C=CC1)C1=CC(=CC=C1C31CCCCC1)C1CCN(CC1)C1CN(C1)CCC(=O)O)=O 3-(3-(4-(4'-chloro-5'-oxo-5'H-spiro[cyclohexane-1,7'-indolo[1,2-a]quinazolin]-10'-yl)piperidin-1-yl)azetidin-1-yl)propanoic acid